tert-Butyl 4-(5-(2,4-dioxotetrahydropyrimidin-1(2H)-yl)-3-methyl-1H-pyrrolo[2,3-b]pyridin-1-yl)azepane-1-carboxylate O=C1N(CCC(N1)=O)C=1C=C2C(=NC1)N(C=C2C)C2CCN(CCC2)C(=O)OC(C)(C)C